3-(5-(1H-tetrazol-5-yl)pyridin-3-yl)-4-methoxyphenyl cycloheptylcarbamate C1(CCCCCC1)NC(OC1=CC(=C(C=C1)OC)C=1C=NC=C(C1)C1=NN=NN1)=O